N1=CC=C(C=C1)OCC(COC1=CC=NC=C1)(COC1=CC=NC=C1)COC1=CC=NC=C1 tetrakis(4-pyridinyloxymethyl)methane